3,5-Difluoro-3'-(methoxy-d3)-N-methyl-[1,1'-biphenyl]-4-amine FC=1C=C(C=C(C1NC)F)C1=CC(=CC=C1)OC([2H])([2H])[2H]